2-[4-(4-Hydroxy-piperidin-1-yl)-6-(4-methylsulfanyl-benzyl)-pyrimidin-2-ylamino]-4-methyl-5-thiazolecarboxylic acid ethyl ester C(C)OC(=O)C1=C(N=C(S1)NC1=NC(=CC(=N1)N1CCC(CC1)O)CC1=CC=C(C=C1)SC)C